NC1=NC(=C(C(=N1)N)C#N)N[C@@H](C)C1=CN(C2=CN=CC=C21)C=2C=NC=CC2 (S)-2,4-diamino-6-((1-(1-(pyridin-3-yl)-1H-pyrrolo[2,3-c]pyridin-3-yl)ethyl)amino)pyrimidine-5-carbonitrile